CN(C1=CC=C(C=N1)N1C2=C(N=C(C1=O)C1=CC3=CN(N=C3C=C1)C)C=CC(=N2)OCC(F)(F)F)C 4-[6-(dimethylamino)pyridin-3-yl]-2-(2-methyl-2H-indazol-5-yl)-6-(2,2,2-trifluoroethoxy)-3H,4H-pyrido[2,3-b]pyrazin-3-one